C=C\C=C/C\C=C/C\C=C/CCCCCCCCCC (3Z,6Z,9Z)-eicosa-1,3,6,9-tetraene